O=C1NC(CCC1N1C(C2=CC=CC(=C2C1=O)NCC1CCC(CC1)OC1CCN(CC1)C(=O)OC(C)(C)C)=O)=O Tert-butyl 4-(((1r,4r)-4-(((2-(2,6-dioxopiperidin-3-yl)-1,3-dioxoisoindolin-4-yl)amino) methyl)cyclohexyl)oxy)piperidine-1-carboxylate